piperidin-1-yl(5-(2-(quinolin-6-yl)-7H-pyrrolo[2,3-d]pyrimidin-5-yl)pyrazolo[1,5-a]pyridin-3-yl)methanone N1(CCCCC1)C(=O)C=1C=NN2C1C=C(C=C2)C2=CNC=1N=C(N=CC12)C=1C=C2C=CC=NC2=CC1